Cl.BrC1=C(C=C2C=C(NC2=C1)CN)C(F)(F)F (6-bromo-5-(trifluoromethyl)-1H-indol-2-yl)methanamine hydrochloride